ethyl 3,3,3-trifluoro-2-hydroxy-2-(2-(3-phenylureido)quinolin-6-yl)propanoate FC(C(C(=O)OCC)(C=1C=C2C=CC(=NC2=CC1)NC(=O)NC1=CC=CC=C1)O)(F)F